N-(2-((4-(2-(((2-(2-Fluorophenyl)pyrimidin-5-yl)methyl)amino)ethyl)phenyl)carbamoyl)-4,5-dimethoxyphenyl)-4-oxo-4H-chromene-2-carboxamide FC1=C(C=CC=C1)C1=NC=C(C=N1)CNCCC1=CC=C(C=C1)NC(=O)C1=C(C=C(C(=C1)OC)OC)NC(=O)C=1OC2=CC=CC=C2C(C1)=O